P(O)(O)N.N12P(C3C(C1)O3)O2 Bis-epoxy-aza-phospholane phosphoramidite